tris(oleyl) but-3-ene-1,2,3-tricarboxylate C(C(C(=C)C(=O)OCCCCCCCC\C=C/CCCCCCCC)C(=O)OCCCCCCCC\C=C/CCCCCCCC)C(=O)OCCCCCCCC\C=C/CCCCCCCC